1-benzyl-3,3-dimethyl-9'-vinylbenzoyloxyspiro[indoline-2,3'-[3H]-naphtho[2,1-b][1,4]oxazine] C(C1=CC=CC=C1)C1(C(=O)OC2=NC3=C(OC24NC2=CC=CC=C2C4)C=CC4=CC=C(C=C43)C=C)CC(CC=C1)(C)C